C(C1=CC=CC=C1)OC1=C(C=CC(=C1)OC)B(O)O 2-(BENZYLOXY)-4-METHOXYPHENYLBORONIC ACID